2-(difluoromethylthio)isoindole-1,3-dione FC(SN1C(C2=CC=CC=C2C1=O)=O)F